C(C)OC(C(C)(C)OC1=CC=C(C=C1)C(C)O)=O 2-(4-(1-Hydroxyethyl)phenoxy)-2-methylpropanoic acid ethyl ester